C(C)(C)(C)C1=C(C(=C(CN2C(N(C(N(C2=O)CC2=C(C(=C(C=C2C)C(C)(C)C)O)C)=O)CC2=C(C(=C(C=C2C)C(C)(C)C)O)C)=O)C(=C1)C)C)O 1,3,5-tris(4-tert-butyl-2,6-dimethyl-3-hydroxybenzyl)-1,3,5-triazine-2,4,6(1H,3H,5H)-trione